C1(CC1)C1=NC=NC(=C1C1=NC(=CC(=N1)C(C)=O)S(=O)(=O)C)OC 1-[2-(4-cyclopropyl-6-methoxy-pyrimidin-5-yl)-6-methylsulfonyl-pyrimidin-4-yl]ethanone